C(C1=CC=CC=C1)N1C[C@](CC1)(O)C1=CC=CC=C1 |r| (±)-1-benzyl-3-phenyl-pyrrolidin-3-ol